N-[2,2-dimethyl-6-(3-oxo-2,7-diazaspiro[3.5]nonan-7-yl)-3H-benzofuran-5-yl]pyrazolo[1,5-a]pyrimidine-3-carboxamide CC1(OC2=C(C1)C=C(C(=C2)N2CCC1(C(NC1)=O)CC2)NC(=O)C=2C=NN1C2N=CC=C1)C